C(C)(C)(C)C1=CC=C(C=C1)C1=CC=C2OC=3C=CC=4C(N(C(C5=CC=C(C3C45)C2=C1)=O)CC(=O)O)=O 2-(9-(4-(tert-butyl)phenyl)-1,3-dioxo-1H-xantheno[2,1,9-def]isoquinolin-2(3H)-yl)acetic acid